C(#N)C1=NC=C(C=N1)NC(=O)[C@H]1CC[C@H]2[C@@H]3CC[C@@H]4C[C@](CC[C@@H]4[C@H]3CC[C@]12C)(COC)O (3R,5R,8R,9R,10S,13S,14S,17S)-N-(2-cyanopyrimidin-5-yl)-3-hydroxy-3-(methoxymethyl)-13-methylhexadecahydro-1H-cyclopenta[a]phenanthrene-17-carboxamide